3-(tert-butyl)-N-(4-(2-chloropyrimidin-4-yl)-2-(trifluoromethyl)benzyl)pyrrolidine-1-carboxamide C(C)(C)(C)C1CN(CC1)C(=O)NCC1=C(C=C(C=C1)C1=NC(=NC=C1)Cl)C(F)(F)F